C(N)(=O)C1=C(C(=CC(=C1)Cl)C)NC(=O)C=1N(N=C(C1)COCC1=CC=C(C=C1)Cl)C1=NC=CC=C1Cl N-(2-carbamoyl-4-chloro-6-methyl-phenyl)-5-[(4-chlorophenyl)methoxymethyl]-2-(3-chloro-2-pyridyl)pyrazole-3-carboxamide